sebacic acid-diethyl ester C(C)OC(CCCCCCCCC(=O)OCC)=O